ClC1=C(C(=CC=C1)C(F)(F)F)COC=1C=NC(=NC1)N1C[C@@H](CC1)C(=O)N (3R)-1-(5-{[2-chloro-6-(trifluoromethyl)phenyl]methoxy}pyrimidin-2-yl)pyrrolidine-3-carboxamide